5-chloro-3-fluoro-6-(2-methoxyphenoxy)pyridin-2-amine ClC=1C=C(C(=NC1OC1=C(C=CC=C1)OC)N)F